N-[(dimethylamino)methylidene]Benzene-sulfonamide CN(C)C=NS(=O)(=O)C1=CC=CC=C1